BrN1CC=CC2=NC=3N=CN=C(C3N21)N2C[C@@H](N([C@@H](C2)C)C)C 6-bromo-4-((3S,5R)-3,4,5-trimethylpiperazin-1-yl)pyridazino[6,1-f]purine